5-(4-(2-(4-fluorophenyl)ethynyl)phenoxy)-1H-1,2,3-triazole-4-carboxylic acid FC1=CC=C(C=C1)C#CC1=CC=C(OC2=C(N=NN2)C(=O)O)C=C1